2-(4-fluoro-2-methyl-1H-indol-5-yl)-7-(fluoromethoxy)-4-(4-fluoropiperidine-1-carbonyl)-1,2-dihydroisoquinolin-1-one FC1=C2C=C(NC2=CC=C1N1C(C2=CC(=CC=C2C(=C1)C(=O)N1CCC(CC1)F)OCF)=O)C